C1(=CC=CC=C1)CS(=O)(=O)OC1=C(O[C@@](C1=O)([2H])C1=CC(=C(C=C1)F)Cl)N (S)-2-amino-5-(3-chloro-4-fluorophenyl)-4-oxo-4,5-dihydrofuran-3-yl-5-d phenylmethanesulfonate